1-[4-(cyanomethyl)-1-[[4-(3-fluorophenyl)phenyl]methyl]-4-piperidyl]-3-(cyclopropanecarbonylamino)pyrazole-4-carboxamide C(#N)CC1(CCN(CC1)CC1=CC=C(C=C1)C1=CC(=CC=C1)F)N1N=C(C(=C1)C(=O)N)NC(=O)C1CC1